cyano-4-cyclobutyl-2-ethylbenzoic acid methyl ester COC(C1=C(C(=C(C=C1)C1CCC1)C#N)CC)=O